Bis(dodecylphenyl)-iodonium C(CCCCCCCCCCC)C1=C(C=CC=C1)[I+]C1=C(C=CC=C1)CCCCCCCCCCCC